COC(=O)C=1C(=NC=2CCC(CC2C1)(C)C)O 2-hydroxy-6,6-dimethyl-5,6,7,8-tetrahydroquinoline-3-carboxylic acid methyl ester